C(=O)(OC(C)(C)C)NC1CCNCC1 4-(N-Bocamino)piperidine